4-(cyclobutylamino)-6-((2-methoxy-4-(morpholinosulfonyl)phenyl)amino)-1H-pyrrolo[2,3-b]pyridine-3-carbonitrile C1(CCC1)NC1=C2C(=NC(=C1)NC1=C(C=C(C=C1)S(=O)(=O)N1CCOCC1)OC)NC=C2C#N